Bismuth Oxychlorid Cl[Bi]=O